3-(3-Methoxy-4-nitrophenyl)-9-methyl-3,9-diazaspiro[5.5]undecane COC=1C=C(C=CC1[N+](=O)[O-])N1CCC2(CC1)CCN(CC2)C